trans-stilbene-4,4-dicarboxylic acid C1(=CCC(C=C1)(C(=O)O)C(=O)O)\C=C\C1=CC=CC=C1